4-(5-fluoro-2-isocyanato-3-isopropylphenyl)-2-isopropoxypyridine FC=1C=C(C(=C(C1)C1=CC(=NC=C1)OC(C)C)N=C=O)C(C)C